(1s,4S)-4-(6-(2-hydroxy-6-methyl-4-(trifluoromethyl)phenyl)-2H-pyrazolo[3,4-b]pyrazin-2-yl)-1-methylphosphinane 1-oxide OC1=C(C(=CC(=C1)C(F)(F)F)C)C=1C=NC=2C(N1)=NN(C2)C2CCP(CC2)(C)=O